BrC1=NC=C(C=N1)OC(C)(C)C bromo-5-(tert-butoxy)pyrimidine